tertButyl-3-[[4-[(3-chloro-1H-indol-7-yl)sulfamoyl]pyrazol-1-yl]methyl]azetidin-1-carboxylat C(C)(C)(C)OC(=O)N1CC(C1)CN1N=CC(=C1)S(NC=1C=CC=C2C(=CNC12)Cl)(=O)=O